tert-Butyl 5-amino-4-(5-(1-(2,2-difluoropropyl)-5-phenyl-1H-pyrazol-4-yl)-1-oxoisoindolin-2-yl)-5-oxopentanoate NC(C(CCC(=O)OC(C)(C)C)N1C(C2=CC=C(C=C2C1)C=1C=NN(C1C1=CC=CC=C1)CC(C)(F)F)=O)=O